lithium tris(perfluoropropylsulfonyl)methane FC(C(C(F)(F)F)(F)F)(S(=O)(=O)C(S(=O)(=O)C(C(C(F)(F)F)(F)F)(F)F)S(=O)(=O)C(C(C(F)(F)F)(F)F)(F)F)F.[Li]